CC1=CC=C(NCC#CC2=CC=CC=C2)C=C1 4-methyl-N-(3-phenylprop-2-yn-1-yl)aniline